methyl 1-(5-bromopyrimidin-2-yl)-1,2,3,6-tetrahydropyridine-4-carboxylate BrC=1C=NC(=NC1)N1CCC(=CC1)C(=O)OC